F[C@@H]1[C@@H](CC[C@H](C1)N1C(CC2=C(C=CC=C12)F)=O)N1CCN(CC1)C(=O)OC(C)(C)C |r| rac-tert-butyl 4-[(1R,2S,4R)-2-fluoro-4-(4-fluoro-2-oxo-2,3-dihydro-1H-indol-1-yl)cyclohexyl]piperazine-1-carboxylate